6-fluoro-3-[(4S)-4-[[6-oxo-5-(trifluoromethyl)-1H-pyridazin-4-yl]amino]pentyl]-7-(7H-pyrrolo[2,3-d]pyrimidin-2-yl)quinazolin-4-one FC=1C=C2C(N(C=NC2=CC1C=1N=CC2=C(N1)NC=C2)CCC[C@H](C)NC=2C=NNC(C2C(F)(F)F)=O)=O